FC(CNC1=CC=C(C=N1)B(O)O)(F)F 6-(2,2,2-trifluoroethylamino)pyridine-3-boronic acid